(1S,2R,4S)-(-)-bornyl acetate CC(=O)O[C@@H]1CC2CCC1(C2(C)C)C